C1=CC(=C(C(=C1Cl)F)Cl)Br 2,4-dichloro-3-fluorobromobenzene